6-((1S)-1-(4,6-Difluoro-2-((4aS,8aS)-hexahydro-2H-pyrido[4,3-b][1,4]oxazin-6(5H)-yl)-1H-benzimidazol-1-yl)ethyl)-3-pyridincarbonitril FC1=CC(=CC=2N(C(=NC21)N2C[C@H]1[C@@H](OCCN1)CC2)[C@@H](C)C2=CC=C(C=N2)C#N)F